(1-aminoethylaminomethyl)(triethoxy)silane NC(C)NC[Si](OCC)(OCC)OCC